CN1CCN(CC1)CC1N(CC1)C 1-methyl-4-((1-methylazetidin-2-yl)methyl)piperazine